5-(2-(2,6-dimethylpyridin-4-yl)-3-methyl-1H-indol-6-yl)picolinic acid CC1=NC(=CC(=C1)C=1NC2=CC(=CC=C2C1C)C=1C=CC(=NC1)C(=O)O)C